CC1=CN=CC(=N1)CC(C(CO)O)O 4-(6-methylpyrazin-2-yl)-1,2,3-butanetriol